C(#N)C1=CC=C(C=N1)S(=O)(=O)C1CN(C1)C(=O)OC(C)(C)C tert-Butyl 3-((6-cyanopyridin-3-yl)sulfonyl)azetidine-1-carboxylate